C(CCC)ONC(C1=CC=C(C=C1)NC1=NC=C(C(=N1)NC1=C(C=CC=C1)P(=O)(C)C)C(F)(F)F)=O N-butoxy-4-((4-((2-(dimethylphosphoryl)phenyl)amino)-5-(trifluoromethyl)pyrimidin-2-yl)amino)benzamide